CS(=O)(=O)OC[C@@H]1CN(C[C@H]1COS(=O)(=O)C)C(=O)OC(C)(C)C |r| tert-Butyl (3S,4S)- and (3R,4R)-3,4-bis(((methylsulfonyl)oxy)methyl)pyrrolidine-1-carboxylate